FC=1C=C(C(=O)C2N(C(C3(C2)CCNCC3)=O)C3=CC=C(C=C3)C=3C=NNC3)C=CC1OC 3-fluoro-4-methoxybenzoyl-2-[4-(1H-pyrazol-4-yl)phenyl]-2,8-diazaspiro[4.5]decan-1-one